C(CCCCC\C=C/CCCCCC)O (Z)-7-tetradecenol